3-Methyl-1-((5-(2,4,5-trifluoro-3-hydroxyphenyl)thiophen-2-yl)methyl)pyrimidine-2,4(1H,3H)-dione CN1C(N(C=CC1=O)CC=1SC(=CC1)C1=C(C(=C(C(=C1)F)F)O)F)=O